2-fluoro-2'-amino-deoxyadenosine FC=1N=C(C=2N=CN([C@H]3[C@@H]([C@H](O)[C@@H](CO)O3)N)C2N1)N